Aminovinylamine NC=CN